FC1=C(C=CC(=C1F)F)C=1N=C(SC1)C(=O)O 2,3,4-trifluorophenyl-thiazolecarboxylic acid